2-(4-methoxy-1-methyl-3-indolyl)-N,N,N-trimethyl-ethyl-ammonium iodide [I-].COC1=C2C(=CN(C2=CC=C1)C)CC[N+](C)(C)C